O1C(=CC=C1)C(=O)NC=1C=CC2=C(C(=CO2)C2CC3CCCCN3CC2)C1 5-(2-furoyl)amino-3-(octahydro-2H-quinolizin-2-yl)-benzofuran